C(CCCCCC(C)C)C1(CCC(CC1)CCCC)CCCCCCC(C)C diisononyl(n-butyl)cyclohexane